NC1=NN2C(C=C(C=C2)C=2C(=CC(=C(C(=O)OC)C2)C)C)=N1 methyl 5-(2-amino-[1,2,4]triazolo[1,5-a]pyridin-7-yl)-2,4-dimethylbenzoate